[C@@H]1([C@H](O)[C@@H](O)[C@H](O)[C@H](O1)CO)OCCC1=CC=C(C=C1)NC(=O)C1=CC2=CC=CC=C2C=C1 N-(4-[2-(beta-D-glucopyranosyloxy)-ethyl]-phenyl)-2-naphthalenamide